ClC=1N=C(C2=C(N1)CCCS2)NC2=CC=C(C=C2)CC(=O)OCC ethyl 2-(4-((2-chloro-7,8-dihydro-6H-thiopyrano[3,2-d]pyrimidin-4-yl)amino)phenyl)acetate